(R)-N'-(((S)-2,8-difluoro-1,2,3,5,6,7-hexahydro-s-indacen-4-yl)carbamoyl)-3,3-dimethyl-2,3-dihydropyrazolo[5,1-b]oxazole-7-sulfonimidamide F[C@@H]1CC2=C(C=3CCCC3C(=C2C1)NC(=O)N=[S@](=O)(N)C=1C=NN2C1OCC2(C)C)F